C(#N)CNC(C1=CC=C(C=C1)C1=NC(=NC=C1C)NC=1C=NN(C1)CC#N)=O N-(cyanomethyl)-4-(2-((1-(cyanomethyl)-1H-pyrazol-4-yl)amino)-5-methylpyrimidin-4-yl)benzamide